1-[2-(azetidin-1-yl)ethyl]-1H-pyrazole-3-carboxylic acid N1(CCC1)CCN1N=C(C=C1)C(=O)O